tert-butyl (R)-4-((1r,4R)-4-aminocyclohexyl)-2-(methoxymethyl)piperazine-1-carboxylate NC1CCC(CC1)N1C[C@@H](N(CC1)C(=O)OC(C)(C)C)COC